tert-Butyl (3R)-3-({6-[2-hydroxy-4-(trifluoromethyl)phenyl]-5-methylpyridazin-3-yl}amino)piperidine-1-carboxylate OC1=C(C=CC(=C1)C(F)(F)F)C1=C(C=C(N=N1)N[C@H]1CN(CCC1)C(=O)OC(C)(C)C)C